C(C1=CC=CC=C1)OC1=C(C(=O)N2CC3=C(C=CC=C3CC2)N[C@@H]2CN(CC2)C(C)=O)C(=CC(=C1)O)O (S)-1-(3-((2-(2-(Benzyloxy)-4,6-dihydroxybenzoyl)-1,2,3,4-tetrahydroisoquinolin-8-yl)amino)pyrrolidin-1-yl)ethan-1-one